N(=C=O)C1(C(CC(CC1)N=C=O)C)C 1-Isocyanato-1-methyl-4-isocyanato-methylcyclohexan